C(C)(C)N.P(=O)(O)(O)CNCC(=O)O N-(phosphonomethyl)glycine monoisopropylamine salt